ClC1=C(C(=O)O)C=CC=C1C1=CC(NC(=C1)C)=O 2-chloro-3-(6-methyl-2-oxo-1,2-dihydropyridin-4-yl)benzoic acid